The molecule is a nitroso compound that is N-undecylnitrous hydrazide carrying double bonds at positions 1,2,4, and 7. It is a long-chain fatty acyl CoA synthetase inhibitor and interferes with lipid metabolism by inhibiting the de novo synthesis of glycerolipids and cholesterol esters. It has a role as an EC 6.2.1.3 (long-chain-fatty-acid--CoA ligase) inhibitor, a vasodilator agent, an apoptosis inhibitor, a bacterial metabolite, an EC 3.1.1.64 (retinoid isomerohydrolase) inhibitor and an antimalarial. It is a nitroso compound, an olefinic compound and a hydrazone. CCC/C=C/C/C=C/C=C/C=N/NN=O